5-((4,6-difluoro-5-(4'-(1-(2-methoxyethyl)-1H-pyrazol-5-yl)-[1,1'-biphenyl]-4-yl)-1H-benzo[d]imidazol-2-yl)oxy)-2-methylbenzoic acid FC1=C(C(=CC=2NC(=NC21)OC=2C=CC(=C(C(=O)O)C2)C)F)C2=CC=C(C=C2)C2=CC=C(C=C2)C2=CC=NN2CCOC